C([C@@H]1[C@@H]([C@@H]([C@H]([C@@H](O1)O[C@@H]2[C@H](O[C@H]([C@@H]([C@H]2O)O)O)COS(=O)(=O)O)O)OS(=O)(=O)O)O)O The molecule is a glycosylglucose derivative that is beta-lactose bearing two sulfo substituents at position 3 of the galactosyl residue and position 6 of the glucose. It has a role as an epitope. It is a glycosylglucose derivative and an oligosaccharide sulfate. It derives from a beta-lactose.